CC1=CC=C(C=C1)S(=O)(=O)OC2CCCCC2 Cyclohexyl p-Toluenesulfonate